BrC=1C=CC(=C(C1)C(=O)N1CC(CC1)O)Cl (5-bromo-2-chlorophenyl)(3-hydroxypyrrolidin-1-yl)methanone